O=C(C(=O)O[Li])N1[C@H](CC[C@@H](C1)C)C=1C=CC2=C(N=CS2)C1 [2-oxo-2-[(2R,5S)-2-(1,3-benzothiazol-5-yl)-5-methyl-1-piperidyl]acetyl]oxylithium